chloro-N-[[7-[4-(trifluoromethoxy)phenyl]thiazolo[5,4-d]pyrimidin-5-yl]methyl]acetamide ClCC(=O)NCC=1N=C(C2=C(N1)SC=N2)C2=CC=C(C=C2)OC(F)(F)F